CC(C)(COP(=O)([O-])OP(=O)([O-])OC[C@@H]1[C@H]([C@H]([C@@H](O1)N2C=NC3=C(N=CN=C32)N)O)OP(=O)([O-])[O-])[C@H](C(=O)NCCC(=O)NCCSC(=O)C[C@H](C[N+](C)(C)C)O)O The molecule is an acyl-CoA oxoanion obtained from (R)-carnitinyl-CoA betaine in which three protons have been removed from the phosphate groups. It is a conjugate base of a (R)-carnitinyl-CoA betaine.